C1(=CC=CC=C1)S(=O)(=O)N1C=CC2=C(C(=CC=C12)Cl)I 1-(benzenesulfonyl)-5-chloro-4-iodo-indole